1-(4-(tert-butyl)phenyl)-3-methyl-8-(6-(1-methyl-1H-pyrazol-4-yl)pyridin-3-yl)-1,3-dihydro-2H-imidazo[4,5-c]quinolin-2-one C(C)(C)(C)C1=CC=C(C=C1)N1C(N(C=2C=NC=3C=CC(=CC3C21)C=2C=NC(=CC2)C=2C=NN(C2)C)C)=O